Ethyl (1S,4s)-4-(2-fluoro-4-methoxy-5-(((1S,2R,3S,4R)-3-((4-((trifluoromethyl)sulfonyl)phenyl)carbamoyl)bicyclo[2.2.1]heptan-2-yl)carbamoyl)phenoxy)cyclohexane-1-carboxylate FC1=C(OC2CCC(CC2)C(=O)OCC)C=C(C(=C1)OC)C(N[C@@H]1[C@H]2CC[C@@H]([C@@H]1C(NC1=CC=C(C=C1)S(=O)(=O)C(F)(F)F)=O)C2)=O